COC=1C=C2C(=NC1C1=C3CCC(C3=CC=C1)O)C(=NN2)C=2C=NN(C2)C 4-(6-methoxy-3-(1-methyl-1H-pyrazol-4-yl)-1H-pyrazolo[4,3-b]pyridin-5-yl)-2,3-dihydro-1H-inden-1-ol